N4-(5-cyclopropyl-1H-pyrazol-3-yl)-N2-(1H-indol-6-yl)quinazoline-2,4-diamine C1(CC1)C1=CC(=NN1)NC1=NC(=NC2=CC=CC=C12)NC1=CC=C2C=CNC2=C1